C(#N)C1=CC=C(C=C1)CON=C(C#N)C#N 2-[((4-cyanophenyl)methoxy)imino]Malononitrile